CN1N=NC(=C1C1=CC=2N(C=3C=C(C=CC3C2N=C1)C(C)(C)O)C(CC1CCOCC1)C1=CC(=CC=C1)OC)C 2-(3-(1,4-dimethyl-1H-1,2,3-triazol-5-yl)-5-(1-(3-methoxyphenyl)-2-(tetrahydro-2H-pyran-4-yl)ethyl)-5H-pyrido[3,2-b]indol-7-yl)propan-2-ol